3-chloro-4-(2-fluoro-4-nitrophenoxy)pyridin-2-amine ClC=1C(=NC=CC1OC1=C(C=C(C=C1)[N+](=O)[O-])F)N